4-[1-(4-methylbenzoyl)hydrazino]benzenesulfonamide hydrochloride Cl.CC1=CC=C(C(=O)N(N)C2=CC=C(C=C2)S(=O)(=O)N)C=C1